C(C)C1CCC(CC1)OC[C@H]1[C@H](CCC2=CC=C(C(N12)=O)CO)NS(=O)(=O)C |r| rac-N-[(3S,4R)-4-({[(1s,4S)-4-ethylcyclohexyl]oxy}methyl)-7-(hydroxymethyl)-6-oxo-1,3,4,6-tetrahydro-2H-quinolizin-3-yl]methanesulfonamide